4-(4-methyl-3-nitrophenyl)-3-oxopiperazine-1-carboxylate CC1=C(C=C(C=C1)N1C(CN(CC1)C(=O)[O-])=O)[N+](=O)[O-]